ethyl 2-(((S)-3-(3-(difluoromethyl)phenyl)-5-(piperidin-1-yl)pentyl)(methyl)amino)-2-(3-methyl-2-((1r,4S)-4-(trifluoromethoxy)cyclohexyl)-phenyl)acetate FC(C=1C=C(C=CC1)[C@H](CCN(C(C(=O)OCC)C1=C(C(=CC=C1)C)C1CCC(CC1)OC(F)(F)F)C)CCN1CCCCC1)F